C(C)(=O)NC1=NC2=C(N1)C=C(C=C2)C2=CC=C(C(=O)NCCC(C)C)C=C2 4-(2-acetamido-1H-benzo[d]imidazol-6-yl)-N-isopentylbenzamide